C(CCCCCC)C(C(=O)[O-])(C(=O)[O-])CCCCCCC.[Li+].[Na+] sodium lithium 2,2-diheptylpropanedioate